CC1C(C(CC(=C1)C)C)C=O 2,4,6-trimethylcyclohex-3-ene-carbaldehyde